porphinyl-imidazole C12=C(C=C(N1)C=C1C=CC(=N1)C=C1C=CC(N1)=CC=1C=CC(N1)=C2)C=2NC=CN2